(4R)-4-((S)-1-fluoroethyl)-3-(2-(((1S)-1-(5-methyl-7-trifluoromethyl-4,5-dihydroimidazo[1,5-a]quinolin-3-yl)ethyl)amino)pyrimidin-4-yl)oxazolidin-2-one F[C@@H](C)[C@@H]1N(C(OC1)=O)C1=NC(=NC=C1)N[C@@H](C)C=1N=CN2C1CC(C1=CC(=CC=C21)C(F)(F)F)C